COC(C1=C(C(=CC=C1Br)[N+](=O)[O-])F)=O 6-Bromo-2-fluoro-3-nitrobenzoic acid methyl ester